1-(3-hydroxypiperidin-1-yl)ethan-1-one OC1CN(CCC1)C(C)=O